CNC1=CC(=NC=C1)OC1=CC=C(C#N)C=C1 4-((4-(methylamino)pyridin-2-yl)oxy)benzonitrile